(E)-2-methoxy-4-(3-((2-methylbenzyl)amino)-3-oxoprop-1-en-1-yl)phenylisobutyrate COC1=C(C=CC(=C1)\C=C\C(=O)NCC1=C(C=CC=C1)C)OC(C(C)C)=O